[Tb].C1(=CC=CC=C1)C=1C(=NC2=C3N=CC=CC3=CC=C2C1)C1=CC=CC=C1 diphenylphenanthroline terbium